FC=1C=2N(C=C(C1)NC(=O)C=1C=NC(=C3C=CC=NC13)N1C[C@@H](N([C@@H](C1)C)C(=O)OC(C)(C)C)C)C=C(N2)C tert-butyl (2S,6R)-4-[8-[(8-fluoro-2-methyl-imidazo[1,2-a]pyridin-6-yl)carbamoyl]-1,6-naphthyridin-5-yl]-2,6-dimethyl-piperazine-1-carboxylate